N1N=C(C=C1)C1[C@H]2CN(C[C@@H]12)C1=NC2=C(C=C(C=C2C(N1C)=O)C)[C@@H](C)NC=1C(=NC(=CC1)Cl)C(=O)NS(=O)(=O)C 3-(((R)-1-(2-((1R,5S,6R)-6-(1H-pyrazol-3-yl)-3-azabicyclo[3.1.0]hexan-3-yl)-3,6-dimethyl-4-oxo-3,4-dihydroquinazolin-8-yl)ethyl)amino)-6-chloro-N-(methylsulfonyl)picolinamide